Methyl 5-methyl-2-((pyrazolo[1,5-a]pyrimidine-3-carboxamido)methyl)-3-vinylbenzofuran-7-carboxylate CC=1C=C(C2=C(C(=C(O2)CNC(=O)C=2C=NN3C2N=CC=C3)C=C)C1)C(=O)OC